N,N-dibenzyl-3-fluoroaniline C(C1=CC=CC=C1)N(C1=CC(=CC=C1)F)CC1=CC=CC=C1